5-Fluoro-4-(8-fluoro-4-isopropyl-3,4-dihydro-2H-benzo[b][1,4]thiazin-6-yl)-N-(5-(1-methylpiperidin-4-yl)pyridin-2-yl)pyrimidin-2-amine FC=1C(=NC(=NC1)NC1=NC=C(C=C1)C1CCN(CC1)C)C1=CC2=C(SCCN2C(C)C)C(=C1)F